Perfluoro-2-methyl-3-pentanone FC(C(C(C(C(F)(F)F)(F)F)=O)(C(F)(F)F)F)(F)F